tert-butyl (2R,5S)-4-(1-(2-bromo-4-isopropyl-6-methylpyrimidin-5-yl)-6-chloro-7-(2-fluorophenyl)-2-oxo-1,2-dihydropyrido[2,3-d]pyrimidin-4-yl)-2,5-dimethylpiperazine-1-carboxylate BrC1=NC(=C(C(=N1)C(C)C)N1C(N=C(C2=C1N=C(C(=C2)Cl)C2=C(C=CC=C2)F)N2C[C@H](N(C[C@@H]2C)C(=O)OC(C)(C)C)C)=O)C